CC1=NC2=C(N1)C=CC(=C2)C2(CC2)C(=O)O 1-(2-methyl-1H-benzo[d]imidazol-5-yl)cyclopropanecarboxylic acid